6-chloro-5-[4-(dimethylamino)-3-fluoro-phenyl]-3-[hydroxy-(3-methoxyisoxazol-5-yl)methylene]indolin-2-one ClC1=C(C=C2C(C(NC2=C1)=O)=C(C1=CC(=NO1)OC)O)C1=CC(=C(C=C1)N(C)C)F